dilauryl-glutamyl-lysine C(CCCCCCCCCCC)N([C@@H](CCC(=O)O)C(=O)N[C@@H](CCCCN)C(=O)O)CCCCCCCCCCCC